3-isopropyl-2-phenylquinazolin-4(3H)-one C(C)(C)N1C(=NC2=CC=CC=C2C1=O)C1=CC=CC=C1